CC(C)(C)S(=O)NC1CN(C1)C(=O)[O-] 3-[(2-methylpropane-2-sulfinyl)amino]azetidine-1-carboxylate